NCCSCCCN 3-(2-aminoethylsulfanyl)propan-1-amine